C(C)(C)(C)OC(N(C(C=O)(C)C)C)=O methyl-(2-methyl-1-oxopropan-2-yl)carbamic acid tert-butyl ester